(S)-2-((5-acetyl-2-chloropyridin-4-yl)amino)-1-fluoro-10-methyl-5,6,8,9,10,11-hexahydro-7H-pyrido[3',4':4,5]pyrrolo[2,3-f]isoquinolin-7-one C(C)(=O)C=1C(=CC(=NC1)Cl)NC=1N=CC=2CCC3=C(C2C1F)NC1=C3C(NC[C@@H]1C)=O